1-(tert-butyl) 3-methylindoline-1,3-dicarboxylate CC1(CN(C2=CC=CC=C12)C(=O)OC(C)(C)C)C(=O)[O-]